C(C)NC(=O)C1=CC=C(N1)C(=O)NC N5-ethyl-N2-methyl-1H-pyrrole-2,5-dicarboxamide